CC1(NCCC(C1)C)C 2,2,4-trimethylpiperidine